C(#N)C=1C=CC2=CN(N=C2C1CC(=O)N(C)C)CC1=C2C=CNC2=C(C=C1OC)C 2-(6-cyano-2-((5-methoxy-7-methyl-1H-indol-4-yl)-methyl)-2H-indazol-7-yl)-N,N-dimethylacetamide